C1=CC=CC=2C3=CC=CC=C3C(C12)COC(=O)NC(C(=O)OC(C)(C)C)CCC1=CC(=C(C(=C1)F)C(F)(F)F)F tert-Butyl 2-((((9H-fluoren-9-yl)methoxy) carbonyl)amino)-4-(3,5-difluoro-4-(trifluoromethyl)phenyl)butanoate